4',6'-bis(3-(benzo[d]oxazol-2-yl)phenyl)-2'-(3-(10-methylphenazin-5(10H)-yl)phenyl)-5'-phenyl-[1,1':3',1''-terphenyl] O1C(=NC2=C1C=CC=C2)C=2C=C(C=CC2)C2=C(C(=C(C(=C2C2=CC=CC=C2)C2=CC(=CC=C2)C=2OC1=C(N2)C=CC=C1)C1=CC=CC=C1)C1=CC(=CC=C1)N1C=2C=CC=CC2N(C2=CC=CC=C12)C)C1=CC=CC=C1